Cl.C(C(C)C)N([C@@H]1CNCC1)C (S)-N-Isobutyl-N-methylpyrrolidin-3-amine hydrochloride